5-(2-amino-[1,2,4]triazolo[1,5-a]pyridin-7-yl)-N-(2-(cyclopropylmethoxy-d2)-3,5-difluorobenzyl)-2,6-dimethylnicotinamide NC1=NN2C(C=C(C=C2)C=2C(=NC(=C(C(=O)NCC3=C(C(=CC(=C3)F)F)OC([2H])([2H])C3CC3)C2)C)C)=N1